CC1=C(C=C(C(=O)NC2=NC(=NO2)C(F)(F)F)C=C1)[C@H]1CN(CC1)C=1C=NC=NC1 (S)-4-methyl-3-(1-(pyrimidin-5-yl)pyrrolidin-3-yl)-N-(3-(trifluoromethyl)-1,2,4-oxadiazol-5-yl)benzamide